O[C@@H]1C[C@H](N(C1)C([C@H](C(C)(C)C)NC(COCCOCCC(=O)OC)=O)=O)C(N[C@@H](C)C1=CC=C(C=C1)C1=C(N=CS1)C)=O methyl 3-(2-(2-(((S)-1-((2S,4R)-4-hydroxy-2-(((S)-1-(4-(4-methylthiazol-5-yl)phenyl)ethyl)carbamoyl)pyrrolidin-1-yl)-3,3-dimethyl-1-oxobutan-2-yl)amino)-2-oxoethoxy)ethoxy)propanoate